2-(8-(4-methoxy-1,2-dimethyl-6-(trifluoromethyl)-1H-benzo[d]imidazol-5-yl)-3-(3,4,5-trifluorobenzoyl)indolizin-1-yl)acetaldehyde COC1=C(C(=CC=2N(C(=NC21)C)C)C(F)(F)F)C2=CC=CN1C(=CC(=C21)CC=O)C(C2=CC(=C(C(=C2)F)F)F)=O